COC(C(CCSC)NC(=O)C1=CC=C(C=C1)CC)=O 2-[[(4-ethylphenyl)-oxomethyl]amino]-4-(methylthio)butanoic acid methyl ester